NC1=C(C=CC(=C1)NCC1=CC=C(C=C1)O)NC(CCCC[C@H](CF)F)=O (6R)-N-(2-Amino-4-((4-hydroxybenzyl)amino)phenyl)-6,7-difluoroheptanamid